3-(4-(azidomethyl)phenyl)-5-(trifluoromethyl)-1,2,4-oxadiazole N(=[N+]=[N-])CC1=CC=C(C=C1)C1=NOC(=N1)C(F)(F)F